cyanuric acid (methyl)acrylate COC(C=C)=O.N1C(=O)NC(=O)NC1=O